(E)-1-(3-cyclopropylmethoxy-4-methoxystyryl)pyridin-4(1H)-one C1(CC1)COC=1C=C(/C=C/N2C=CC(C=C2)=O)C=CC1OC